methyl 7-(1-(adamantan-1-ylmethyl)-1H-pyrazol-4-yl)-3-(5-methyl-6-(pyridin-2-ylamino)pyridazin-3-yl)imidazo[1,2-a]pyridine-8-carboxylate C12(CC3CC(CC(C1)C3)C2)CN2N=CC(=C2)C2=C(C=3N(C=C2)C(=CN3)C=3N=NC(=C(C3)C)NC3=NC=CC=C3)C(=O)OC